C(C)OC(=O)C=1N(N=C(C1)C1=NC(=NC=C1)NC=1C=NN(C1)C)C 2-Methyl-5-[2-(1-methyl-1H-pyrazol-4-ylamino)-pyrimidin-4-yl]-2H-pyrazole-3-carboxylic acid ethyl ester